Ethyl 1-{1-[4-chloro-4'-(piperazin-1-yl) [1,1'-biphenyl]-2-yl]piperidin-3-yl}-5-(trifluoromethyl)-1H-pyrazole-4-carboxylate hydrochloride Cl.ClC1=CC(=C(C=C1)C1=CC=C(C=C1)N1CCNCC1)N1CC(CCC1)N1N=CC(=C1C(F)(F)F)C(=O)OCC